N1=CC=C(C=C1)C=1C=C2C(=NC1)NC(=N2)[C@H]2CN(CC2)C#N (R)-3-(6-(pyridin-4-yl)-3H-imidazo[4,5-b]pyridin-2-yl)pyrrolidine-1-carbonitrile